NC1=NC=2C(=CC=CC2C=2N1N=C(N2)CN(S(=O)(=O)C)CC2=CC=C(C=C2)C(F)(F)F)OC N-((5-amino-7-methoxy-[1,2,4]triazolo[1,5-c]quinazolin-2-yl)methyl)-N-(4-(trifluoromethyl)benzyl)methanesulfonamide